diphosphine palladium acetate C(C)(=O)[O-].[Pd+2].P.P.C(C)(=O)[O-]